C1(C=CC(N1CCCCCC(=O)Cl)=O)=O 6-Maleimidohexanoyl chloride